3-p-xylylene carbonate C1(OCC2=CC=C(C=C2)CO1)=O